S(=O)(=O)(O)N sulfoammonia